2-(2-methoxyethyl)naphthalene COCCC1=CC2=CC=CC=C2C=C1